C(=C)[Si](OC(C(C(C)C)OC(=C)C)(OC(=C)C)OC(=C)C)(OCCC(C)C)OCCC(C)C vinyltriisopropenyloxy(trisisopentoxy)silane